N-(2,6-dioxopiperidin-3-yl)-2-acetamido-5-(trifluoromethyl)thiophene O=C1NC(CCC1N(C(C)=O)C=1SC(=CC1)C(F)(F)F)=O